N1(CCNCC1)C(=O)OC=1SC=CN1 thiazol-2-yl piperazine-1-carboxylate